C1(CCCCC1)C1=C(C=C(C=C1)CCC1=CC=C(C=C1)CN1CC(C1)C(=O)O)C(F)(F)F 1-[(4-{2-[4-cyclohexyl-3-(trifluoromethyl)phenyl]ethyl}phenyl)methyl]azetidine-3-carboxylic acid